C(C=C)(=O)O.C(C=C)(=O)O.CC(CCCCCCCCCCCCCCCCCC)OC1=C(O)C=CC(=C1)C(C)(C)C1=CC=C(C=C1)O 2-eicosoxybisphenol A diacrylate